4-(7-Bromo-6-chloro-3-cyano-8-fluoroquinolin-4-yl)piperazine-1-carboxylate BrC1=C(C=C2C(=C(C=NC2=C1F)C#N)N1CCN(CC1)C(=O)[O-])Cl